3,4,5-tris(octadecyloxy)benzyl N2-(O-(tert-butyl)seryl)-N6-trityllysinate C(C)(C)(C)OC[C@H](N)C(=O)N[C@@H](CCCCNC(C1=CC=CC=C1)(C1=CC=CC=C1)C1=CC=CC=C1)C(=O)OCC1=CC(=C(C(=C1)OCCCCCCCCCCCCCCCCCC)OCCCCCCCCCCCCCCCCCC)OCCCCCCCCCCCCCCCCCC